methyl (S)-6-aminochromane-2-carboxylate NC=1C=C2CC[C@H](OC2=CC1)C(=O)OC